BrC1=CC=C2C(=CN(C2=C1)C(C)CCC)C=O 6-bromo-1-(pentan-2-yl)-1H-indole-3-aldehyde